(methylsulfonyl)-2,6-diazaspiro[3.3]heptane CS(=O)(=O)C1NCC12CNC2